C(C=C)N(CCCCN(CCCN)CC=C)CCCN diallylspermine